2-fluoro-N-((2R)-3-methyl-1-(2-methyl-3-oxo-4-(pyridin-2-yl)-2,8-diazaspiro[4.5]decan-8-yl)-1-oxobutan-2-yl)-5-(trifluoromethyl)benzamide FC1=C(C(=O)N[C@@H](C(=O)N2CCC3(C(C(N(C3)C)=O)C3=NC=CC=C3)CC2)C(C)C)C=C(C=C1)C(F)(F)F